4-(Quinoxalin-2-yl)piperidine-1-carboxylic acid tert-butyl ester C(C)(C)(C)OC(=O)N1CCC(CC1)C1=NC2=CC=CC=C2N=C1